Tert-butyl 6-bromo-3-oxo-3H-spiro[benzofuran-2,4'-piperidine]-1'-carboxylate BrC1=CC2=C(C(C3(CCN(CC3)C(=O)OC(C)(C)C)O2)=O)C=C1